(R)-1-(2-(1-(2-(4-chloro-1,3,5-triazin-2-yl)-2-azaspiro[3.4]octan-6-yl)piperidin-4-yl)phenoxy)-2-methylpropan-2-ol ClC1=NC(=NC=N1)N1CC2(C1)C[C@@H](CC2)N2CCC(CC2)C2=C(OCC(C)(O)C)C=CC=C2